3-(benzyloxy)-5'-methoxytetrahydro-3'H-spiro[cyclobutane-1,2'-pyrrolo[2,1-b]oxazol]-3'-one C(C1=CC=CC=C1)OC1CC2(C(N3C(O2)CCC3OC)=O)C1